C(C(O)C(O)C(=O)O)(=O)O.C(CC(O)(C(=O)O)CC(=O)O)(=O)O hydrogen citrate, tartaric acid Salt